n-Decyl (2-propylheptyl) terephthalate C(C1=CC=C(C(=O)OCC(CCCCC)CCC)C=C1)(=O)OCCCCCCCCCC